C(C)(C)N1N=CC(=C1)C=O 1-isopropyl-1H-pyrazole-4-carbaldehyde